α-D-mannpyranose O[C@@H]1[C@@H](O)[C@@H](O)[C@H](O)[C@H](O1)CO